3-methyl-4-(piperidin-4-yl)phenol hydrochloride salt Cl.CC=1C=C(C=CC1C1CCNCC1)O